COC1=C(C2=CC=CC=C2C=C1)C1=C(C=CC2=CC=CC=C12)P(C(C)(C)C)C(C)(C)C 2-methoxy-2'-(di-tert-butylphosphino)-1,1'-binaphthyl